C(C)(=O)C(O)C Acetylmethylcarbinol